dimethyl-(ethylenimine) CC1C(N1)C